OC[C@H](C1=CC=CC=C1)NC1=NC(=NC=C1C(=O)NCCOC)NC1=CC(=C(C=C1)S(=O)(=O)C)C 4-[[(1S)-2-hydroxy-1-phenyl-ethyl]amino]-N-(2-methoxyethyl)-2-(3-methyl-4-methylsulfonyl-anilino)pyrimidine-5-carboxamide